N-(3-(3-(aminomethyl)azetidine-1-carbonyl)-1-methyl-1H-pyrazol-4-yl)-2-((cyclopropylmethyl)amino)-[2,4'-bipyridine]-6-carboxamide NCC1CN(C1)C(=O)C1=NN(C=C1NC(=O)C1=CC=CC(N1)(C1=CC=NC=C1)NCC1CC1)C